propylheptyl-acrylamide C(CC)C=C(C(=O)N)CCCCCCC